((6-bromobenzo[d]oxazol-2-yl)amino)-1-methyl-1H-benzo[d]imidazole-5-carboxylic acid BrC1=CC2=C(N=C(O2)NC2=NC3=C(N2C)C=CC(=C3)C(=O)O)C=C1